tert-butyl (R)-(1-(2-formyl-1-(phenylsulfonyl)-1H-indol-6-yl)ethyl)carbamate C(=O)C=1N(C2=CC(=CC=C2C1)[C@@H](C)NC(OC(C)(C)C)=O)S(=O)(=O)C1=CC=CC=C1